C(C)(=O)OC1=CC=C(C=2C[C@H]3CC4=CC(=C(C(=C4C(=C3C(C12)=O)O)O)C(N)=O)OC(C)=O)N(C)C (R)-8-Acetoxy-9-carbamoyl-4-(dimethylamino)-10,11-dihydroxy-12-oxo-5a,6-dihydro-5H-naphthacen-1-yl acetate